N-[3-(1-methyl-6-oxopyridin-3-yl)-1-[[2-(trimethylsilyl)ethoxy]methyl]pyrrolo[2,3-b]pyridin-6-yl]cyclopropanecarboxamide CN1C=C(C=CC1=O)C1=CN(C2=NC(=CC=C21)NC(=O)C2CC2)COCC[Si](C)(C)C